O1C(=CC=C1)C(=O)OC(C1=CC(=CC(=C1)S(N(CCC1=CC=CC=C1)C1=C(C=CC=C1)N1CCN(CC1)C(C1=C(C=CC=C1OC)OC)=O)(=O)=O)C)=O 5-(N-(2-(4-(2,6-dimethoxybenzoyl)piperazin-1-yl)phenyl)-N-phenethylsulfamoyl)3-methylbenzoyl Furan-2-carboxylate